2-((5-fluoropyridin-3-yl)methyl)-6-(2-methoxypyrimidin-5-yl)pyridazine-3(2H)-one FC=1C=C(C=NC1)CN1N=C(C=CC1=O)C=1C=NC(=NC1)OC